C(C)N1C(C(=CC(=C1)[Sn](C)(C)C)C)=O 1-ethyl-3-methyl-5-(trimethylstannyl)pyridin-2(1H)-one